C1C2CC3(CC(CC13)C2)NCCCCCCCNC2=C1CN(C(C1=CC=C2)=O)C2C(NC(CC2)=O)=O 3-(4-((7-((hexahydro-2,5-methanopentalen-3a(1H)-yl)amino)heptyl)amino)-1-oxoisoindolin-2-yl)piperidine-2,6-dione